CC(C(=O)O)(CC1=CC=CC=C1)C 2,2-dimethyl-3-phenylpropanoic acid